CC1=CC=C(C=C1)C(C=O)C=O 2-(4-methylphenyl)malonaldehyde